glucopyranosyl-(1->1)-(2R,3S,4E)-2-tetracos-15-enamido-4-octadecene-1,3-diol C1([C@H](O)[C@@H](O)[C@H](O)[C@H](O1)CO)OC[C@H]([C@H](\C=C\CCCCCCCCCCCCC)O)NC(CCCCCCCCCCCCCC=CCCCCCCCC)=O